tert-butyl N-[(1R)-3,3-difluoro-8-azaspiro[4.5]decan-1-yl]carbamate FC1(C[C@H](C2(C1)CCNCC2)NC(OC(C)(C)C)=O)F